4,4-bis(6-bromohexyl)-4H-cyclopenta[2,1-b:3,4-b']dithiophene BrCCCCCCC1(C2=C(SC=C2)C=2SC=CC21)CCCCCCBr